C(C)(C)OC1=CC(=C(C=C1)C(C(=O)OCC)=O)C Ethyl 2-(4-isopropoxy-2-methylphenyl)-2-oxoacetate